NCCOCCN(CC(F)(F)F)C N-(2-(2-Aminoethoxy)ethyl)-2,2,2-trifluoro-N-methylethan-1-amine